FC(S(=O)(=O)OC1=C(CCN(C1)C(=O)OC(C)(C)C)C(=O)OCC)(F)F 1-(Tert-butyl) 4-ethyl 5-(((trifluoromethyl)sulfonyl)oxy)-3,6-dihydropyridine-1,4(2H)-dicarboxylate